C(#N)C1=C(C(=C(C=C1)N1C([C@H]2[C@@]3(C[C@@H]([C@]([C@H]2C1=O)(O3)C)NC(OCC[Si](C)(C)C)=O)C)=O)F)C(F)(F)F 2-(trimethylsilyl)ethyl ((3aS,4S,5S,7S,7aR)-2-(4-cyano-2-fluoro-3-(trifluoromethyl)phenyl)-4,7-dimethyl-1,3-dioxooctahydro-1H-4,7-epoxyisoindol-5-yl)carbamate